N-(4-bromo-6-ethyl-3-fluoro-2-formylphenyl)-2,2,2-trichloroacetamide BrC1=C(C(=C(C(=C1)CC)NC(C(Cl)(Cl)Cl)=O)C=O)F